FC1=C(C=CC(=C1)F)N1C=C(C(C2=CC(=C(C(=C12)OC)N1CC(CC1)O)F)=O)C(=O)O 1-(2,4-difluorophenyl)-8-methoxy-6-fluoro-1,4-dihydro-7-(3-hydroxypyrrolidinyl)-4-oxo-3-quinolinecarboxylic acid